C1(CC1)C=1C(=NOC1)C(=O)N[C@@H](C(C1CC1)C1CC1)C=1OC2=C(N1)C=C(C=C2)CN2C(N[C@@H](C2)C(F)(F)F)=O 4-cyclopropyl-N-((S)-2,2-dicyclopropyl-1-(5-(((S)-2-oxo-4-(trifluoromethyl)-imidazolidin-1-yl)methyl)-benzo[d]oxazol-2-yl)ethyl)isoxazole-3-carboxamide